NC=1C2=C(N=CN1)N(C=C2C2=CC(=C(C=C2)NC(=O)NC2=CC(=C(C=C2)CN2CCN(CC2)C)F)F)C2CC2 1-(4-(4-amino-7-cyclopropyl-7H-pyrrolo[2,3-d]pyrimidin-5-yl)-2-fluorophenyl)-3-(3-fluoro-4-((4-methylpiperazin-1-yl)methyl)phenyl)urea